C(N1N=C(C(=C1)NC=1N=CC2=C(N1)N(C(=C2)C#N)C2CCOCC2)O[C@@H]2[C@H](OC2)C)([2H])([2H])[2H] 2-((1-(methyl-d3)-3-(((2r,3s)-2-methyloxetan-3-yl)oxy)-1H-pyrazol-4-yl)amino)-7-(tetrahydro-2H-pyran-4-yl)-7H-pyrrolo[2,3-d]pyrimidine-6-carbonitrile